CN1CCN(CC1)CCNC(=O)C=1N=C(OC1C1=CC=CC=C1)C1=CC(=CC=C1)OC(F)(F)F (2-(4-methylpiperazin-1-yl)ethyl)-5-phenyl-2-(3-(trifluoromethoxy)phenyl)oxazole-4-carboxamide